N-(fluorenylmethoxycarbonyl)-L-serine tert-butyl ester C(C)(C)(C)OC([C@@H](NC(=O)OCC1=CC=CC=2C3=CC=CC=C3CC12)CO)=O